6-(3-bromophenyl)imidazo[1,2-a]pyrimidine-2-carboxamide BrC=1C=C(C=CC1)C=1C=NC=2N(C1)C=C(N2)C(=O)N